COC=1C=C(C=C(C1)NC(C(N1CC2(C3=CC=C(C=C13)OC(F)(F)F)CC2)=O)C2=CC=CC=C2)C(C)=NOC(C(=O)NS(=O)(=O)C)(C)C 2-(((1-(3-methoxy-5-((2-oxo-1-phenyl-2-(6'-(trifluoromethoxy)spiro[cyclopropane-1,3'-indolin]-1'-yl)ethyl)amino)phenyl)ethylidene)amino)oxy)-2-methyl-N-(methylsulfonyl)propanamide